5-hydroxy-N-methoxy-4-(6-methoxy-1H-indol-2-yl)-2-carbonyl-5-pentyl-2,5-dihydrofuran-3-carboxamide OC1(C(=C(C(O1)=C=O)C(=O)NOC)C=1NC2=CC(=CC=C2C1)OC)CCCCC